S(N)(OC1=CC(=CC=C1)N)(=O)=O 3-aminophenyl sulfamate